ClC1=C2C(=CC=N1)NN=C2 4-chloro-1H-pyrazolo[3,4-d]pyridine